C1(=CC=CC=C1)P(C(C(CP(C1=CC=CC=C1)C1=CC=CC=C1)(C)P(C1=CC=CC=C1)C1=CC=CC=C1)C)C1=CC=CC=C1 1,3-bis(diphenylphosphino)-2-(diphenylphosphino)-methyl-2-methylpropane